ethyl 2-(6-bromo-4-chloro-2H-indazol-2-yl)-2-((R)-6-fluoro-6,7-dihydro-5H-pyrrolo[1,2-c]imidazol-1-yl)acetate BrC=1C=C(C2=CN(N=C2C1)C(C(=O)OCC)C1=C2N(C=N1)C[C@@H](C2)F)Cl